Cl[C@@H]1C[C@H]2[C@H](CCC3=C(O2)C(=C(C=C3)C(=O)O)F)[C@H]1\C=C\C(C1(OCC1)C1=CC=CC=C1)O (1R,2R,3aS,10aR)-2-chloro-5-fluoro-1-{(1E,3ξ)-3-hydroxy-3-[(2ξ)-2-phenyl-2-oxetanyl]-1-propen-1-yl}-2,3,3a,9,10,10a-hexahydro-1H-benzo[b]cyclopenta[f]oxepin-6-carboxylic acid